2-(4-amino-6-fluoro-7-methyl-9H-pyrimido[4,5-b]indol-9-yl)acetic acid NC1=NC=NC=2N(C3=CC(=C(C=C3C21)F)C)CC(=O)O